2,4-dichloro-5-(1,3-oxazol-5-yl)pyrimidine ClC1=NC=C(C(=N1)Cl)C1=CN=CO1